3-(1-(4-isothiocyanatophenyl)-2-nitroethyl)-2-phenyl-1H-indole N(=C=S)C1=CC=C(C=C1)C(C[N+](=O)[O-])C1=C(NC2=CC=CC=C12)C1=CC=CC=C1